ONC(=O)[C@@H]1OC2=C(C=CC=C2CC1)NC(OCC1=C(C=CC=C1)Cl)=O 2-Chlorobenzyl (R)-(2-(hydroxycarbamoyl)chroman-8-yl)carbamate